(R)-2-((3-(4-chlorophenethyl)-1,2,4-oxadiazol-5-yl)methyl)-5-(1-hydroxyethyl)-4-methylpyridazin-3(2H)-one ClC1=CC=C(CCC2=NOC(=N2)CN2N=CC(=C(C2=O)C)[C@@H](C)O)C=C1